NC1=NC=CC=C1C1=NC=2C(=NC(=CC2)N2N=CC=C2)N1C=1C=C2CC[C@@H](C2=CC1)NC1CCN(CC1)C(C=C)=O 1-(4-{[(1S)-5-[2-(2-aminopyridin-3-yl)-5-(pyrazol-1-yl)imidazo[4,5-b]pyridin-3-yl]-2,3-dihydro-1H-inden-1-yl]amino}piperidin-1-yl)prop-2-en-1-one